ClC1=CC=C(C=C1)C1(CC(C1)C)C(=O)N1[C@@H](C2=CC=CC=C2C1)C(=O)O Z-(1S)-2-[1-(4-chlorophenyl)-3-methylcyclobutanecarbonyl]isoindoline-1-carboxylic acid